8,8'-(((1S,2R)-2-hydroxycyclohept-yl)azanediyl)bis-(N,N-didecyloctan-amide) O[C@H]1[C@H](CCCCC1)N(CCCCCCCC(=O)N(CCCCCCCCCC)CCCCCCCCCC)CCCCCCCC(=O)N(CCCCCCCCCC)CCCCCCCCCC